5-((20-Amino-3,6,9,12,15,18-hexaoxaicosyl)amino)-N-(4,5-dimethylthiazol-2-yl)-2-methylbenzamide NCCOCCOCCOCCOCCOCCOCCNC=1C=CC(=C(C(=O)NC=2SC(=C(N2)C)C)C1)C